CC=1C=C(CCNC=2N=C(C3=C(N2)C=C(C=N3)C(O)C=3C=NC=CC3)N3CCOCC3)C=CC1 (2-((3-methylphenethyl)amino)-4-morpholinopyrido[3,2-d]pyrimidin-7-yl)(pyridin-3-yl)methanol